FC1=CC2=C(N(C(OC2C=C)=O)S(=O)(=O)C2=CC=C(C)C=C2)C=C1 6-fluoro-1-tosyl-4-vinyl-1,4-dihydro-2H-benzo[d][1,3]oxazin-2-one